methyl (2S)-5,5-dimethyl-2-[[6-[3-[2-oxo-2-[2-[(1-pent-4-ynylsulfonyl-4-piperidyl)oxy]ethylamino]ethoxy]phenoxy]pyridine-3-carbonyl]amino]hexanoate CC(CC[C@@H](C(=O)OC)NC(=O)C=1C=NC(=CC1)OC1=CC(=CC=C1)OCC(NCCOC1CCN(CC1)S(=O)(=O)CCCC#C)=O)(C)C